O1COC=C1OC(C1=CN=CC=C1)=O.ClC1=CC=C(C=C1)C1=CC2=C(N=CN(C2=O)C(CNC(C)=O)C)C(=N1)C=1C=NC=CC1 N-(2-(6-(4-chlorophenyl)-4-oxo-8-(pyridin-3-yl)pyrido[3,4-d]pyrimidin-3(4H)-yl)propyl)acetamide dioxol-5-yl-nicotinate